1-[2-cyano-4-(trifluoromethyl)phenyl]-4-{2'-ethoxy-[2,3'-bipyridine]-5-yl}-N-[(3s,4s)-4-hydroxy-1-methylpyrrolidin-3-yl]piperidine-4-carboxamide C(#N)C1=C(C=CC(=C1)C(F)(F)F)N1CCC(CC1)(C(=O)N[C@H]1CN(C[C@@H]1O)C)C=1C=CC(=NC1)C=1C(=NC=CC1)OCC